5-(2-chlorophenoxy)-3-((quinolin-2-ylmethyl)amino)-4H-benzo[e][1,2,4]thiadiazine 1,1-dioxide ClC1=C(OC2=CC=CC3=C2NC(=NS3(=O)=O)NCC3=NC2=CC=CC=C2C=C3)C=CC=C1